2-benzyl-5,6,7,8-tetrahydro-10H-oxazolo[5,4-d]pyrido[1,2-a]pyrimidin-10-one C(C1=CC=CC=C1)C=1OC=2N=C3N(C(C2N1)=O)CCCC3